methyl α-carbonylmethoxy-cinnamate C(=O)=COC(C(=O)OC)=CC1=CC=CC=C1